FC=1C=C(C=CC1)N(C(C(C)N1N=CC=C1)=O)CC1=NC=C(C=C1)C1=NOC(=N1)C(F)(F)F N-(3-fluorophenyl)-2-(1H-pyrazol-1-yl)-N-({5-[5-(trifluoromethyl)-1,2,4-oxadiazol-3-yl]pyridin-2-yl}methyl)propanamide